N1CC(C1)CN1[C@H](C2=CC=CC=C2CC1)C1=CC=C(C=C1)F (S)-N-(azetidin-3-ylmethyl)-1-(4-fluorophenyl)-3,4-dihydroisoquinoline